CN([C@@H]1[C@H]([C@@H](O[C@@H](C1)C)OC1OC(C(C(C(CC(CC(CN(C1)C)C)(C)OC)C)=O)(C)C)=O)O)C (((2S,3R,4S,6R)-4-(dimethylamino)-3-hydroxy-6-methyltetrahydro-2H-pyran-2-yl)oxy)-8-methoxy-4,6,8,10,12,12-hexamethyl-1-oxa-4-azacyclotridecane-11,13-dione